OCC1N(CCOC1)C(=O)C1=CC=C(C=N1)NC(O[C@H](C)[C@H](C)OC1=C(C=C2C(=N1)SC(=N2)C2=C1N=CC(=NC1=CC(=C2)C)OC)F)=O (2R,3S)-3-((6-fluoro-2-(2-methoxy-7-methylquinoxalin-5-yl)thiazolo[5,4-b]pyridine-5-yl)oxy)butan-2-yl (6-(3-(hydroxymethyl)morpholine-4-carbonyl)pyridin-3-yl)carbamate